C[Sn](C)(C)C1=NC=CC=N1 (trimethylstannyl)pyrimidine